O=C1NC(CCC1NC(=O)N1CCC(CC1)C)=O N-(2,6-dioxo-3-piperidyl)-4-methyl-1-piperidinecarboxamide